5-Cyano-2-(trifluoromethylsulfonyl)benzoyl chloride C(#N)C=1C=CC(=C(C(=O)Cl)C1)S(=O)(=O)C(F)(F)F